BrC(C=1C=C(C=C(C1)C(Br)(Br)Br)CCCCCCC[Si](OC)(OC)OC)(Br)Br 7-{3,5-bis(tribromomethyl)phenyl}heptyl-trimethoxysilane